C(C)(C)(C)OC(=O)N1CCC(CC1)(C#N)CNC=1C=2N(C=C(N1)C1=CC=NC=C1)C=C(N2)C(N)=O 4-[(2-Carbamoyl-6-pyridin-4-yl-imidazo[1,2-a]pyrazin-8-ylamino)-methyl]-4-cyano-piperidine-1-carboxylic acid tert-butyl ester